3,7-diamino-dimethyldibenzothiophen-5,5-dioxide NC=1C(=C(C2=C(S(C3=C2C=CC(=C3)N)(=O)=O)C1)C)C